2-pyrrolylbenzoic acid C1=CC=C(C(=C1)C(=O)O)N2C=CC=C2